CC1C(CCC(C1)N)N 2-methylcyclohexane-1,4-diamine